[Cl-].C(C)OC(=O)C=1C=C(SC1)OC[C@H](C)[NH3+] [(1S)-2-[(4-ethoxycarbonyl-2-thienyl)oxy]-1-methyl-ethyl]ammonium chloride